N-(tert-butyldimethylsilyl)-3-fluoro-5-(2-hydroxypropan-2-yl)-N'-((2-isopropyl-3-methyl-6,7-dihydro-5H-cyclopenta[b]pyridin-4-yl)carbamoyl)thiophene-2-sulfonimidamide [Si](C)(C)(C(C)(C)C)NS(=O)(=NC(NC1=C2C(=NC(=C1C)C(C)C)CCC2)=O)C=2SC(=CC2F)C(C)(C)O